COC=1C2=CNN=C2C(=CC1)C(=O)N 4-methoxy-2H-indazole-7-carboxamide